(R)-4-(3-(difluoromethyl)benzyl)-8-fluoro-2-methyl-7-nitro-6-(trifluoromethyl)-2H-benzo[b][1,4]oxazin-3(4H)-one FC(C=1C=C(CN2C3=C(O[C@@H](C2=O)C)C(=C(C(=C3)C(F)(F)F)[N+](=O)[O-])F)C=CC1)F